4,4'-dimethoxy-2'-(methylcarbamoyl)-[1,1'-biphenyl] COC1=CC=C(C=C1)C1=C(C=C(C=C1)OC)C(NC)=O